4-(cyclopropyl(4-(5,6,7,8-tetrahydro-1,8-naphthyridin-2-yl)butyl)amino)-2-(pyrimidin-2-ylamino)butanoic acid C1(CC1)N(CCC(C(=O)O)NC1=NC=CC=N1)CCCCC1=NC=2NCCCC2C=C1